C(C)N1C(N(C(=C(C1=O)C1=C(C(=CC=C1)OC)F)C)CC1=C(C=CC=C1C(F)(F)F)F)=O ethyl-5-(2-fluoro-3-methoxyphenyl)-1-[[2-fluoro-6-(trifluoromethyl)phenyl]methyl]-6-methyl-2,4(1H,3H)-pyrimidinedione